tert-butyl (1-(cyanomethyl)-2-oxopyrrolidin-3-yl)carbamate C(#N)CN1C(C(CC1)NC(OC(C)(C)C)=O)=O